C(#N)C=1N=CC(=NC1)NC=1N=CN(C1)C=1C=C(OC2CC3(CN(C3)C(=O)OC(C)(C)C)C2)C=CC1 tert-butyl 6-(3-{4-[(5-cyanopyrazin-2-yl)amino]imidazol-1-yl}phenoxy)-2-azaspiro[3.3]heptane-2-carboxylate